N1(CCCCC1)CCCNC(=S)OC(C(=O)OCCCCCCCOC(CCCCCCCCCCC)=O)C(=O)OCCCCCCCOC(CCCCCCCCCCC)=O bis(7-(dodecanoyloxy)heptyl) 2-(((3-(piperidin-1-yl)propyl)carbamothioyl)oxy)-malonate